3-(methylsulfonyl)-5-(4,4,5,5-tetramethyl-1,3,2-dioxaborolan-2-yl)aniline CS(=O)(=O)C=1C=C(N)C=C(C1)B1OC(C(O1)(C)C)(C)C